1'-(4-cyclopropylbenzenesulfonyl)-1',2'-dihydrospiro[cyclopentane-1,3'-indole] C1(CC1)C1=CC=C(C=C1)S(=O)(=O)N1CC2(C3=CC=CC=C13)CCCC2